C1(CCCC1)NC=1C=C(C=CC1)N1C(C2=CC=C(C=C2C1)NC1=CC=NC=C1)=O 2-(3-(cyclopentylamino)phenyl)-5-(pyridin-4-ylamino)isoindolin-1-one